1-((1S,3aS,3bS,5aR,8S,10aS,10bS,12aS)-10a-ethyl-8-hydroxy-8,12a-dimethyloctadecahydrocyclohepta[a]cyclopenta[f]naphthalen-1-yl)ethanone C(C)[C@]12[C@H](CC[C@H]3[C@H]4[C@](CC[C@H]13)([C@H](CC4)C(C)=O)C)CC[C@](CC2)(C)O